3-(4-(((2-(2-fluoroethyl)-2H-1,2,3-triazol-4-yl)methoxy)methyl)phenyl)-1,2,4,5-tetrazine FCCN1N=CC(=N1)COCC1=CC=C(C=C1)C=1N=NC=NN1